manganese-strontium [Sr].[Mn]